NC1=CC(=C(C(=O)OC)C=C1SCC)OC methyl 4-amino-5-ethylsulfanyl-2-methoxybenzoate